CNC[C@@H]([C@H]([C@@H]([C@@H](CO)O)O)O)O The molecule is a hexosamine that is D-glucitol in which the hydroxy group at position 1 is substituted by the nitrogen of a methylamino group. A crystalline base, it is used in preparing salts of certain acids for use as diagnostic radiopaque media, while its antimonate is used as an antiprotozoal in the treatment of leishmaniasis. It is a hexosamine and a secondary amino compound.